C(\C=C\C1=CC(OC)=C(O)C(OC)=C1)(=O)O sinapoic acid